N-(4-methyl-3-(6-((1-(methylsulfonyl)pyrrolidin-3-yl)ethynyl)-5-morpholinopyridin-3-yl)phenyl)-2-(trifluoromethyl)isonicotinamide CC1=C(C=C(C=C1)NC(C1=CC(=NC=C1)C(F)(F)F)=O)C=1C=NC(=C(C1)N1CCOCC1)C#CC1CN(CC1)S(=O)(=O)C